(R)-N-(1-cyanocyclopropyl)-3-(5-(difluoromethyl)-1,3,4-thiadiazol-2-yl)-8-(3-methyl-4-(1-methylcyclopropane-1-carbonyl)piperazin-1-yl)imidazo[1,2-a]pyridine-6-sulfonamide C(#N)C1(CC1)NS(=O)(=O)C=1C=C(C=2N(C1)C(=CN2)C=2SC(=NN2)C(F)F)N2C[C@H](N(CC2)C(=O)C2(CC2)C)C